4-(1-{1-[3,5-bis(trifluoromethyl)-phenyl]ethyl}-1H-pyrazol-4-yl)-1H-pyrrolo[2,3-b]pyridine FC(C=1C=C(C=C(C1)C(F)(F)F)C(C)N1N=CC(=C1)C1=C2C(=NC=C1)NC=C2)(F)F